NC1=C2C(=NC=N1)N(N=C2C2=CC=C(C=C2)CNC(C2=C(C=CC(=C2)F)OC)=O)C2CN(CC2)C2=CC=C(C=C2)C=O N-[(4-{4-amino-1-[1-(4-formylphenyl)pyrrolidin-3-yl]pyrazolo[3,4-d]pyrimidin-3-yl}phenyl)methyl]-5-fluoro-2-methoxybenzamide